ClC1=CC2=C(C=N1)C=NN2C2=CCC1(OCCO1)CC2 6-chloro-1-(1,4-dioxaspiro[4.5]dec-7-en-8-yl)-1H-pyrazolo[4,3-c]pyridine